[NH4+].ClC=1C=C(C=CC1)[C@H]1C[C@](C(N([C@@H]1C1=CC=C(C=C1)Cl)[C@H](CNC)CC)=O)(C)CC(=O)[O-] 2-((3R,5R,6S)-5-(3-chlorophenyl)-6-(4-chlorophenyl)-3-methyl-1-((S)-1-(methylamino)butan-2-yl)-2-oxopiperidin-3-yl)acetic acid-ammonium salt